1-{1-[2-methyl-6-(2,2,2-trifluoroethoxy)-pyrimidin-4-yl]-ethyl}-3-spiro[3.3]hept-2-yl-urea CC1=NC(=CC(=N1)C(C)NC(=O)NC1CC2(C1)CCC2)OCC(F)(F)F